FC1=C2C(=CNC2=CC=C1)C=1C=C(OC1)C(CCC(=O)O)=O 4-(4-(4-fluoro-1H-indol-3-yl)furan-2-yl)-4-oxobutanoic acid